5-(2-(tert-butoxyamino)-1,1-difluoro-2-oxoethyl)-N-(3-chloro-4-fluorophenyl)-1-methyl-1H-pyrrole-3-carboxamide C(C)(C)(C)ONC(C(F)(F)C1=CC(=CN1C)C(=O)NC1=CC(=C(C=C1)F)Cl)=O